5'-O-(4,4'-Dimethoxytrityl)-2'-O-methoxyethyl-N2-isobutyryl-guanosine COC1=CC=C(C(C2=CC=C(C=C2)OC)(C2=CC=CC=C2)OC[C@@H]2[C@H]([C@H]([C@@H](O2)N2C=NC=3C(=O)NC(NC(C(C)C)=O)=NC23)OCCOC)O)C=C1